(3,3-difluoro-2-oxo heptyl) dimethyl phosphate P(=O)(OCC(C(CCCC)(F)F)=O)(OC)OC